COC(=O)C1(CCOCC1)C1=NC(=C(C=C1)NC(=O)OC(C)(C)C)N 4-[6-amino-5-(tert-Butoxycarbonylamino)pyridin-2-yl]tetrahydropyran-4-carboxylic acid methyl ester